N-[3-chloro-4-[4-[(1S,4S)-2,5-diazabicyclo[2.2.1]heptane-2-carbonyl]piperazine-1-carbonyl]phenyl]-1-methyl-5-[1-prop-2-ynyl-3-(trifluoromethyl)pyrazol-4-yl]imidazole-2-carboxamide ClC=1C=C(C=CC1C(=O)N1CCN(CC1)C(=O)N1[C@@H]2CN[C@H](C1)C2)NC(=O)C=2N(C(=CN2)C=2C(=NN(C2)CC#C)C(F)(F)F)C